2-[(2R)-3-(3,4-dihydro-1H-isoquinolin-2-yl)-2-hydroxy-propyl]-6-(4-piperidylmethylamino)-3,4-dihydroisoquinolin-1-one C1N(CCC2=CC=CC=C12)C[C@H](CN1C(C2=CC=C(C=C2CC1)NCC1CCNCC1)=O)O